3-(difluoromethyl)picolinal FC(C=1C(=NC=CC1)C=O)F